Ethyl-(4-hydroxy-3,5-diisopropylphenyl) piperidine-2-carboxylate N1C(CCCC1)C(=O)OC1=C(C(=C(C(=C1)C(C)C)O)C(C)C)CC